2-{(3bR,4aR)-3-[4,4-bis(hydroxymethyl)piperidine-1-carbonyl]-3b,4,4a,5-tetrahydro-1H-cyclopropa[3,4]cyclopenta[1,2-c]pyrazol-1-yl}-1-[4-(2,3-dimethylphenyl)piperazin-1-yl]ethan-1-one OCC1(CCN(CC1)C(=O)C=1C2=C(N(N1)CC(=O)N1CCN(CC1)C1=C(C(=CC=C1)C)C)C[C@@H]1[C@H]2C1)CO